3,3,3-trifluoro-1-(2-fluoro-phenyl)propan-1-one FC(CC(=O)C1=C(C=CC=C1)F)(F)F